2,4-difluorobenzene FC1=CC=CC(=C1)F